tris(2,3-dimethyl-heptyl)aluminum CC(C[Al](CC(C(CCCC)C)C)CC(C(CCCC)C)C)C(CCCC)C